NC1=C(C(=NN1C(C(F)(F)F)C1=CC=CC=C1)C1=CC=C(C=C1)CNC(C1=C(C=CC(=C1)F)OC)=O)C(=O)N 5-amino-3-[4-[[(5-fluoro-2-methoxy-benzoyl)amino]methyl]phenyl]-1-(2,2,2-trifluoro-1-phenyl-ethyl)pyrazole-4-carboxamide